O=C(CNC(=O)C1CCN(CC1)C(=O)N1CCCC1)NC=1C=C2CC3(C(NC4=NC=CC=C43)=O)CC2=CC1 N-(2-oxo-2-((2'-oxo-1,1',2',3-tetrahydrospiro[indene-2,3'-pyrrolo[2,3-b]pyridin]-5-yl)amino)ethyl)-1-(pyrrolidine-1-carbonyl)piperidine-4-carboxamide